C(C)C1=C(C(=O)O)C=C(C(=C1)CC)C(=O)OC 2,4-diethyl-5-(methoxycarbonyl)benzoic acid